Ethyl-6-((3-phenylpropyl)amino)benzo[cd]indol-2(1H)-one C(C)N1C(C2=C3C(C(=CC=C13)NCCCC1=CC=CC=C1)=CC=C2)=O